(S)-4-ethyl-3,14-dioxo-3,4,12,14-tetrahydro-1H-pyrano[3',4':6,7]indolizino[1,2-b]quinolin-4-yl 4-chloro-4-oxobutanoate ClC(CCC(=O)O[C@@]1(C(OCC=2C(N3CC=4C(=NC=5C=CC=CC5C4)C3=CC21)=O)=O)CC)=O